BrC=1C=C2C(N(C(C2=CC1)=O)CC=1C=NC(=CC1)OC)CC1=C(C=NN1C)Cl 5-bromo-3-((4-chloro-1-methyl-1H-pyrazol-5-yl)methyl)-2-((6-methoxypyridin-3-yl)methyl)isoindolin-1-one